FC1=CC=C(C=C1)C(N1C[C@@H](N(C[C@H]1CO)C(=O)OC(C)(C)C)C)C1=CC=C(C=C1)F tert-Butyl (2S,5S)-4-(bis(4-fluorophenyl)methyl)-5-(hydroxymethyl)-2-methylpiperazine-1-carboxylate